FC1=C(C=CC(=C1)F)C1=CC=C(C=C1)C1CN(C1)C(CC[C@H]1NC(OC1)=O)=O (4R)-4-[3-[3-[4-(2,4-Difluorophenyl)phenyl]azetidin-1-yl]-3-oxo-propyl]oxazolidin-2-one